COC=1C=C(C=CC1)C1CN(CC1)C1=NC=CC(=N1)C1=NC=CC(=N1)C#CC=1C=C2C=NNC2=CC1 5-((2'-(3-(3-Methoxyphenyl)pyrrolidin-1-yl)-[2,4'-bipyrimidin]-4-yl)ethynyl)-1H-indazole